2,7-Naphthalenedicarboxylate C1=C(C=CC2=CC=C(C=C12)C(=O)[O-])C(=O)[O-]